O=C1N(CCCN1)CCNC(C1=CC=CC=C1)=O N-[2-(2-oxo-1,3-diazinan-1-yl)ethyl]benzamide